C(C=C)(=O)N1C[C@@H](C[C@@H]1C)N1C(=C(C2=C1N=CN=C2N)C(=O)N[C@H](C)C2=CC=CC=C2)C#CC(C)(C)OC 7-((3R,5S)-1-propenoyl-5-methylpyrrolidin-3-yl)-4-amino-6-(3-methoxy-3-methylbut-1-yn-1-yl)-N-((R)-1-phenylethyl)-7H-pyrrolo[2,3-d]pyrimidine-5-carboxamide